ClC1=C(C=C(C=C1)F)C1(NC(C=2C=3NC(CN(C3C=C(C21)C2=C(C(=O)N)C=C(C=C2C(F)(F)F)F)CC(F)F)=O)=O)O [7-(2-chloro-5-fluorophenyl)-4-(2,2-difluoroethyl)-7-hydroxy-2,9-dioxo-2,3,4,7,8,9-hexahydro-1H-pyrrolo[4,3-f]quinoxalin-6-yl]-5-fluoro-3-(trifluoromethyl)benzamide